COC1=CC=C(C=C1)/C(/C#N)=C/C#N 2-p-methoxyphenyl-maleonitrile